NN1C(NC2=CC=C(C=C2C1)F)=O 3-amino-6-fluoro-3,4-dihydro-2(1H)-quinazolinone